adenosine 5'-monophosphate monosodium salt [Na+].P(=O)([O-])(O)OC[C@@H]1[C@H]([C@H]([C@@H](O1)N1C=NC=2C(N)=NC=NC12)O)O